OC1(CC1)C1=NNC(=N1)C1CC2(CN(C2)C(=O)N2CC3(C2)CCN(C3)CC3=CC(=CC=C3)S(=O)(=O)C(F)(F)F)C1 [6-[3-(1-hydroxycyclopropyl)-1H-1,2,4-triazol-5-yl]-2-azaspiro[3.3]heptan-2-yl]-[7-(3-triflylbenzyl)-2,7-diazaspiro[3.4]octan-2-yl]methanone